3-{[3-(furan-2-yl)-1,2,4-oxadiazol-5-yl]-methyl}-1-phenylimidazolidine-2,4-dione O1C(=CC=C1)C1=NOC(=N1)CN1C(N(CC1=O)C1=CC=CC=C1)=O